ClC1=CC=C(C=C1)/C(=C/C=O)/C#CC(C#CC1=CC=CC=C1)(C1=CC=CC=C1)O (Z)-3-(4-chlorophenyl)-6-hydroxy-6,8-diphenyloct-2-en-4,7-diyne-1-al